N-(4-(4-amino-1-methyl-7-(pyridin-4-yl)-1H-pyrazolo[4,3-c]pyridin-3-yl)-2-((4-fluorobenzyl)oxy)phenyl)ethanesulfonamide NC1=NC=C(C2=C1C(=NN2C)C2=CC(=C(C=C2)NS(=O)(=O)CC)OCC2=CC=C(C=C2)F)C2=CC=NC=C2